C(C)(=O)OCC=CC1CCCCC1 cyclohexylprop-2-enyl acetate